5-cyclopropyl-3-methyl-4-oxo-6-(trifluoromethyl)imidazo[4,5-c]pyridin C1(CC1)N1C(C2=C(C=C1C(F)(F)F)N=CN2C)=O